4-Chloro-1H-pyrrolo[2,3-b]pyridine-2-carboxylic acid ClC1=C2C(=NC=C1)NC(=C2)C(=O)O